ClC1=CC2=C(N(CN(C2=O)C=2C(=NC(=CC2)OC)C)C2=C(C=C(C=C2)F)CC)N=C1C#N 6-chloro-1-(2-ethyl-4-fluorophenyl)-3-(6-methoxy-2-methylpyridin-3-yl)-4-oxo-1,2,3,4-tetra-hydropyrido[2,3-d]pyrimidine-7-carbonitrile